N-((S)-(7-((S*)-1-(2-(3,3-Difluorocyclobutyl)acetamido)-2-methylallyl)imidazo[1,2-b]pyridazin-2-yl)(4,4-difluorocyclohexyl)methyl)-4-methyl-1,2,5-oxadiazole-3-carboxamide FC1(CC(C1)CC(=O)N[C@@H](C(=C)C)C1=CC=2N(N=C1)C=C(N2)[C@@H](NC(=O)C2=NON=C2C)C2CCC(CC2)(F)F)F |o1:9|